NC1=C(C(=C(C(=O)OC)C=C1N)NC1=CC=CC=C1)F methyl 4,5-diamino-3-fluoro-2-(phenylamino)benzoate